(R)-4-(3-(Methylamino)pyrrolidin-1-yl)-6,7,8,9-tetrahydropyrimido[5,4-b][1,4]oxazepin-2-amine CN[C@H]1CN(CC1)C1=NC(=NC2=C1OCCCN2)N